7-acetyl-1,1,3,4,4,6-hexamethyl-tetralin C(C)(=O)C1=C(C=C2C(C(CC(C2=C1)(C)C)C)(C)C)C